C1(CCCCC1)N(C(=O)OCC(CBr)C=1SC=CC1)C=1C(=NC=C(C1)C1=CC2=C(N=C(S2)Cl)C=C1)C 3-Bromo-2-(thiophen-2-yl)propan-1-ol cyclohexyl-(5-(2-chlorobenzo[d]thiazol-6-yl)-2-methylpyridin-3-yl)carbamate